(4-((5-chloro-4-(1-methyl-1H-pyrazol-4-yl)pyrimidin-2-yl)amino)-3-methoxyphenyl)(4-(oxetanyl)piperazin-1-yl)methanone ClC=1C(=NC(=NC1)NC1=C(C=C(C=C1)C(=O)N1CCN(CC1)C1OCC1)OC)C=1C=NN(C1)C